1,4,7,10-tetrakis(carboxymethyl)-1,4,7,10-tetraazacyclotetradecane C(=O)(O)CN1CCN(CCN(CCN(CCCC1)CC(=O)O)CC(=O)O)CC(=O)O